((2-aminopyridin-4-yl)methyl)-4-methyl-2-(methylsulfinyl)-4H-thiazolo[5',4':4,5]Pyrrolo[2,3-d]Pyridazin-5(6H)-one NC1=NC=CC(=C1)CN1N=CC2=C(C1=O)N(C1=C2SC(=N1)S(=O)C)C